ClC1=NC(=CC(=C1)C(C)NS(=O)C(C)(C)C)C=1SC=CC1 N-(1-(2-chloro-6-(thiophen-2-yl)pyridin-4-yl)ethyl)-2-methylpropane-2-sulfinamide